3-(benzyl-oxy)butanoyl chloride C(C1=CC=CC=C1)OC(CC(=O)Cl)C